tert-butyl (s)-4-(6-(6-ethoxy-2-methyl-2H-indazole-5-carboxamido)-4-methylpyridazin-3-yl)-2-methylpiperazine-1-carboxylate C(C)OC=1C(=CC2=CN(N=C2C1)C)C(=O)NC1=CC(=C(N=N1)N1C[C@@H](N(CC1)C(=O)OC(C)(C)C)C)C